C(C1=CC=CC=C1)SC(C(F)F)(F)F benzyl(1,1,2,2-tetrafluoroethyl)sulfane